F[P-](F)(F)(F)(F)F.[SH3+].C(C)(C)C=1S(C=CC1)=O 2-isopropyl-thiophenone sulfonium hexafluorophosphate